ClC=1C=C2C(=NC1)C(=C(N2)C2=CC(=NC=C2)NC(C(CC(F)F)C2=CC=C(C=C2)F)=O)C2=NC=CC=C2 (+)-N-{4-[6-chloro-3-(pyridin-2-yl)-1H-pyrrolo[3,2-b]pyridin-2-yl]pyridin-2-yl}-4,4-difluoro-2-(4-fluorophenyl)butanamide